2-((1-(2-cyano-3-(4,4-difluoropiperidin-1-yl)-7-fluoroquinoxalin-5-yl)ethyl)amino)benzoic acid C(#N)C1=NC2=CC(=CC(=C2N=C1N1CCC(CC1)(F)F)C(C)NC1=C(C(=O)O)C=CC=C1)F